CC1=NN(C=C1NC1=NC=C(C(=N1)NCCCN1C(CCCC1)=O)C(F)(F)F)CCN1CCCCC1 1-(3-((2-((3-methyl-1-(2-(piperidin-1-yl)ethyl)-1H-pyrazol-4-yl)amino)-5-(trifluoromethyl)pyrimidin-4-yl)amino)propyl)piperidin-2-one